ethyl-5-bromo-4-fluorobenzofuran-2-carboxylate C(C)OC(=O)C=1OC2=C(C1)C(=C(C=C2)Br)F